The molecule is an apo carotenoid compound arising from oxidative degradation of the beta,beta-carotene skeleton at the 13-position. It is an apo carotenoid and an enone. CC1=C(C(CCC1)(C)C)/C=C/C(=C/C=C/C(=O)C)/C